[dimethyl-(trimethylsilylamino)silyl]methane C[Si](N[Si](C)(C)C)(C)C